methyl 5-[[[(1S)-1-cyclobutylethyl]-[(2-methylpropan-2-yl)oxycarbonyl]amino]methyl]-1-cyclopropyl-2-oxopyridine-3-carboxylate C1(CCC1)[C@H](C)N(C(=O)OC(C)(C)C)CC=1C=C(C(N(C1)C1CC1)=O)C(=O)OC